ClCC=1N=C(SC1)C(C)C 4-(chloromethyl)-2-isopropyl-thiazole